FC=1C(=C(C=NC1)C=1C=C(C(C=CC1)=O)O)C 4-(5-fluoro-4-methylpyridin-3-yl)-2-hydroxycyclohepta-2,4,6-trien-1-one